ClC=1C=C2C(C[C@@H](OC2=CC1)C(=O)NC12CC(C1)(C2)C(=O)O)=O (R)-3-(6-chloro-4-oxochromane-2-carboxamido)bicyclo[1.1.1]pentane-1-carboxylic acid